(S)-4-(3-but-2-ynamidopiperidin-1-yl)-2-methylimidazo[4,5-c]pyridine-7-carboxamide C(C#CC)(=O)N[C@@H]1CN(CCC1)C1=NC=C(C2=C1N=C(N2)C)C(=O)N